4-bromo-N-hydroxy-N-methyl-benzenecarboximidamide BrC1=CC=C(C=C1)C(N(C)O)=N